P(=O)(OOC(CCCCCCCCCCCCCCCCC)CCC)([O-])[O-] propyloctadecyloxy phosphate